3-(5-(((1-(3-(2,3-dichlorophenyl)-1H-pyrazolo[3,4-b]pyrazin-6-yl)-4-methylpiperidine-4-yl)amino)methyl)-6-fluoro-1-oxoisoindolin-2-yl)piperidine-2,6-dione ClC1=C(C=CC=C1Cl)C1=NNC2=NC(=CN=C21)N2CCC(CC2)(C)NCC=2C=C1CN(C(C1=CC2F)=O)C2C(NC(CC2)=O)=O